4-(hydroxymethyl)-7-methyl-5-vinyl-1H-indole-1-carboxylic acid tert-butyl ester C(C)(C)(C)OC(=O)N1C=CC2=C(C(=CC(=C12)C)C=C)CO